3-(3,4-dihydroxyphenyl)-N-(4-(methylsulfonylamino)phenethyl)propionamide OC=1C=C(C=CC1O)CCC(=O)NCCC1=CC=C(C=C1)NS(=O)(=O)C